FC=1C=C(C=CC1C=1N=C2SC3=C(N2C1)C=CC(=C3)C(NC3CCN(CC3)C)=O)[C@@H]3N(C[C@@H](C3)O)C(=O)OC(C)(C)C tert-butyl (cis)-2-(3-fluoro-4-(7-((1-methylpiperidin-4-yl)carbamoyl)benzo[d]imidazo[2,1-b]thiazol-2-yl)phenyl)-4-hydroxypyrrolidine-1-carboxylate